(R)-1-(3-((2,2'-dimethyl-3'-(3-((2-(pyridin-4-yl)ethyl)amino)propoxy)-[1,1'-biphenyl]-3-yl)oxy)propyl)pyrrolidin-3-ol CC1=C(C=CC=C1OCCCN1C[C@@H](CC1)O)C1=C(C(=CC=C1)OCCCNCCC1=CC=NC=C1)C